4-((E)-((E)-3-methoxy-4-((E)-3-(4-methoxyphenyl)acryloyloxy)benzylidene)amino)benzoic acid COC=1C=C(\C=N\C2=CC=C(C(=O)O)C=C2)C=CC1OC(\C=C\C1=CC=C(C=C1)OC)=O